OC1(CC(C1)[Si](C)(C)C)C(F)(F)F cis-1-hydroxy-1-(trifluoromethyl)-3-trimethylsilylcyclobutane